FC(C=1C(=C(C=CC1)[C@@H](C)NC1=NC=2N(C3=CC(=C(C=C13)C1CCOCC1)OC)N=CC2)F)F (R)-N-(1-(3-(difluoromethyl)-2-fluorophenyl)ethyl)-8-methoxy-7-(tetrahydro-2H-pyran-4-yl)pyrazolo[1,5-a]quinazolin-5-amine